O=C(/C=C/C=1C=C(C=O)C=CC1)C (E)-3-(3-oxobut-1-en-1-yl)benzaldehyde